(S)-1-methyl-4-nitro-5-(2,3,4,7-tetrahydrooxepin-2-yl)-1H-pyrazole CN1N=CC(=C1[C@H]1OCC=CCC1)[N+](=O)[O-]